7-((3S,4R)-4-methoxytetrahydrofuran-3-yl)-2-(methylthio)-7H-pyrrolo[2,3-d]pyrimidine-6-carboxamide CO[C@@H]1[C@H](COC1)N1C(=CC2=C1N=C(N=C2)SC)C(=O)N